[C@H](C)(CC)N1N=CC=2N=C(N=C(C21)NC(C=2C=CC=1N(C2)C=CN1)C1CC1)N1CCN(CC1)C(=O)N 4-{1-((S)-sec-butyl)-7-[(cyclopropyl-imidazo[1,2-a]pyridin-6-ylmethyl)-amino]-1H-pyrazolo[4,3-d]pyrimidin-5-yl}-piperazine-1-carboxylic acid amide